tert-butyl (R)-(2-(5-(1-((7-methoxy-4-methylphthalazin-1-yl)amino)ethyl)thiophen-2-yl)benzyl)(methyl)carbamate COC1=CC=C2C(=NN=C(C2=C1)N[C@H](C)C1=CC=C(S1)C1=C(CN(C(OC(C)(C)C)=O)C)C=CC=C1)C